NC(C(=O)NCCC1=CC(=C(C=C1)O)O)C(C)C 2-amino-N-(3,4-dihydroxyphenylethyl)-3-methylbutanamide